1-(4-Methylbenzyl)-1H-indazole-6-carboxylic acid hydroxyamide ONC(=O)C1=CC=C2C=NN(C2=C1)CC1=CC=C(C=C1)C